2-(4-(aminomethyl)piperidin-1-yl)-1-(4-fluorophenyl)ethan-1-one hydrogen chloride Cl.NCC1CCN(CC1)CC(=O)C1=CC=C(C=C1)F